4-hydroxy-pyridinium OC1=CC=[NH+]C=C1